C(C)C=1OC(=CC1NC(NS(N(C=1C=NN(C1)C(C)C)[C@@H]1CN(CCC1)C)(=O)=O)=O)CC 3-(2,5-Diethylfuran-3-yl)-1-{[(3S)-1-methylpiperidin-3-yl][1-(propan-2-yl)-1H-pyrazol-4-yl]sulfamoyl}urea